Cl.Cl.BrC=1C=NC=C(C1OCCN)Br 2-(3,5-dibromopyridin-4-yloxy)ethanamine dihydrochloride